C(#N)C=1C=CC(=C(C1)C1=CC(=NC=C1C(=O)NC=1SC2=C(N1)CN(C2)C(=O)C2CC(C2)C#N)C)OC 4-(5-cyano-2-methoxyphenyl)-N-(5-((1r,3r)-3-cyanocyclobutane-1-carbonyl)-5,6-dihydro-4H-pyrrolo[3,4-d]thiazol-2-yl)-6-methylnicotinamide